(Z)-5-(benzo[d][1,3]dioxol-5-ylmethylene)-3-benzyl-2-(benzyl-(phenyl)amino)-3,5-dihydro-4H-imidazol-4-one O1COC2=C1C=CC(=C2)\C=C/2\C(N(C(=N2)N(C2=CC=CC=C2)CC2=CC=CC=C2)CC2=CC=CC=C2)=O